C(C)=O ethaldehyde